N1=C(C=CC=C1C1=NC(=CC(=N1)C1=CC=C(C=C1)C1=CC2=CC=CC=C2C=C1)C1=CC=CC=C1)C1=NC(=CC(=N1)C1=CC=C(C=C1)C1=CC2=CC=CC=C2C=C1)C1=CC=CC=C1 (pyridine-2,6-diyl)bis{4-[4-(2-naphthyl)phenyl]-6-phenylpyrimidine}